ClC1=C(C=C(C=C1)Cl)O.[K] potassium 2,5-dichlorophenol